1-(2-(5-(4-bromophenyl)isoindolin-2-yl)-2-oxoethyl)-1H-1,2,4-triazole-3-carbonitrile BrC1=CC=C(C=C1)C=1C=C2CN(CC2=CC1)C(CN1N=C(N=C1)C#N)=O